3-fluoro-4-[5-(trifluoromethyl)-1,2,4-oxadiazol-3-yl]thiobenzamide copper-silicon-titanium [Ti].[Si].[Cu].FC=1C=C(C(=S)N)C=CC1C1=NOC(=N1)C(F)(F)F